N-(5-(6-(3-fluoro-2-methoxyphenyl)-1-oxo-3,4-dihydroisoquinolin-2(1H)-yl)-2-hydroxyphenyl)methanesulfonamide FC=1C(=C(C=CC1)C=1C=C2CCN(C(C2=CC1)=O)C=1C=CC(=C(C1)NS(=O)(=O)C)O)OC